C1(CC1)C=1OC=C(N1)C1=CC(=NC=C1)N(C(=O)[C@@H]1CC[C@H](CC1)CNC(OC)=O)C[C@@H]1CC[C@H](CC1)C1=NC(=C(C=C1)OC)C Methyl ((trans-4-((4-(2-cyclopropyloxazol-4-yl)pyridin-2-yl)((trans-4-(5-methoxy-6-methylpyridin-2-yl)cyclohexyl)methyl)carbamoyl)cyclohexyl)methyl)carbamate